8-(1-hydroxyethyl)-2-(isoindolin-2-yl)-6-methylquinazolin-4(3H)-one OC(C)C=1C=C(C=C2C(NC(=NC12)N1CC2=CC=CC=C2C1)=O)C